1,4-dihydrophthalazine C1N=NCC2=CC=CC=C12